NC=1C2=C(N=CN1)N(C=C2)[C@@H]2[C@@H]1[C@]([C@@H]3[C@H]2OC(O3)(C)C)(C1)CCC1=CC=C3C=CC(=NC3=C1)NC 7-(2-((3aR,3bR,4aS,5R,5aS)-5-(4-Amino-7H-pyrrolo[2,3-d]pyrimidin-7-yl)-2,2-dimethylhexahydrocyclopropa[3,4]cyclopenta[1,2-d][1,3]dioxol-3b-yl)ethyl)-N-methylquinolin-2-amine